C1(=CC=CC=C1)[Se]C1C(CCCC1)OC(C(C)C1=CC=C(C=C1)CC(C)C)=O.FC1=C2C=C(N=C(C2=CC=C1)C1=CC=C(C=C1)F)C1=CC=C(C=C1)F 5-fluoro-1,3-bis(4-fluorophenyl)isoquinoline 2-(phenylselanyl)cyclohexyl-2-(4-isobutylphenyl)propanoate